C(=O)(OC(C)(C)C)N1CC2=C(C=CC=C2CC1)Br N-Boc-8-bromo-1,2,3,4-tetrahydroisoquinoline